bis(dithiazol-2-ylphosphino)ethane S1S(NC=C1)PC(C)PS1SC=CN1